FC=1C=C(C=C2CC(CC12)C=O)NC(=O)[C@]1(COCC1)NC(OC(C)(C)C)=O tert-Butyl N-[(3S)-3-[(7-fluoro-2-formyl-indan-5-yl)carbamoyl]tetrahydrofuran-3-yl]carbamate